4-((dimethylamino)methyl)-N-(3-methoxybenzyl)-N-(4-morpholinobenzyl)aniline CN(C)CC1=CC=C(N(CC2=CC=C(C=C2)N2CCOCC2)CC2=CC(=CC=C2)OC)C=C1